CN1N=CC2=CC=CC(=C12)N1N=C(C=C1C1=CC(=CC=C1)OCC(C)C)C(=O)OC Methyl 1-(1-methyl-1H-indazol-7-yl)-5-[3-(2-methylpropoxy)phenyl]-1H-pyrazole-3-carboxylate